COC=1C=C(C(=O)NN)C=CC1OC 3,4-dimethoxybenzoyl-hydrazine